N,N-bis(3-methoxybenzyl)-4-(piperidin-1-ylmethyl)thiazol-2-amine COC=1C=C(CN(C=2SC=C(N2)CN2CCCCC2)CC2=CC(=CC=C2)OC)C=CC1